ClC1=CC=C(C=C1)C1=C(CCC(C1)(C)C)CN1CCCCC1 1-[[2-(4-chlorophenyl)-4,4-dimethylcyclohex-1-enyl]methyl]piperidine